(S)-5-((2-(2,6-difluoro-4-(methylcarbamoyl)phenyl)-7-methylimidazo[1,2-a]pyridin-3-yl)methyl)-3,3-difluoropiperidine-1-carboxylic acid methyl ester COC(=O)N1CC(C[C@@H](C1)CC1=C(N=C2N1C=CC(=C2)C)C2=C(C=C(C=C2F)C(NC)=O)F)(F)F